[Cl-].C(CCCCCCC)OC(CCCCCCCCC=CC1=CC=C(C=C1)[P+](C)(C)C)OCCCCCCCC (4Z)-11,11-dioctyloxy-4-undecenyl-trimethylphenylphosphonium chloride